FC1=CC=C2CC(=NCC2=C1)C=1C=CC2=C(N=CS2)C1 5-(7-fluoro-1,4-dihydroisoquinolin-3-yl)benzo[d]thiazole